C1(CCCCC1)N1N=CC=C1CNC(=O)[C@H]1N(C[C@@H](C1)O)C([C@H](C(C)(C)C)N1N=NC(=C1)C1CC1)=O (2S,4R)-N-[(2-cyclohexylpyrazol-3-yl)methyl]-1-[(2S)-2-(4-cyclopropyltriazol-1-yl)-3,3-dimethyl-butanoyl]-4-hydroxy-pyrrolidine-2-carboxamide